hexadecyloxy-tetraoxypropylene phosphate P(=O)(OC(COOOOOCCCCCCCCCCCCCCCC)C)([O-])[O-]